FC1(CN(CCC1)C(=O)C=1C=C(C=CC1F)NC(C1=C(C=NC=C1)N1CCC2(CC2)CC1)=O)F N-(3-(3,3-difluoropiperidine-1-carbonyl)-4-fluorophenyl)-3-(6-azaspiro[2.5]octan-6-yl)isonicotinamide